C(C)(C)(C)OC(=O)N1C[C@H](C(CC1)=O)C (R)-3-methyl-4-oxopiperidine-1-carboxylic acid tert-butyl ester